ClC1=CC(=C(CC2=NC3=C(N2C2CCC(CC2)OC)C=CC(=C3)C=3C(=NOC3C)C)C=C1)OC 4-(2-(4-chloro-2-methoxybenzyl)-1-((1r,4r)-4-methoxycyclohexyl)-1H-benzo[d]imidazol-5-yl)-3,5-dimethylisoxazole